FC(C1=NN(C=C1NC(=O)C=1C=NN2C1N=C(C=C2)N2CCN(CC2)C)C2CCC(CC2)C=O)F N-(3-(difluoromethyl)-1-((1R,4R)-4-formylcyclohexyl)-1H-pyrazol-4-yl)-5-(4-methylpiperazine-1-yl)pyrazolo[1,5-a]pyrimidine-3-carboxamide